tert-butyl 4-(4-(3-((2-methoxy-4-(3-methoxyazetidine-1-carbonyl)phenyl)amino)isoquinolin-5-yl)-1H-pyrazol-1-yl)piperidine-1-carboxylate COC1=C(C=CC(=C1)C(=O)N1CC(C1)OC)NC=1N=CC2=CC=CC(=C2C1)C=1C=NN(C1)C1CCN(CC1)C(=O)OC(C)(C)C